5-{2-[(5-{[2-(2-cyano-4-fluorophenyl)-2-azaspiro[3.3]heptan-6-yl]oxy}-2'-ethoxy[2,3'-bipyridine]-6-carbonyl)amino]ethyl}pyridin-3-yl hydrogen sulfate S(=O)(=O)(OC=1C=NC=C(C1)CCNC(=O)C1=C(C=CC(=N1)C=1C(=NC=CC1)OCC)OC1CC2(CN(C2)C2=C(C=C(C=C2)F)C#N)C1)O